C(OCCN1CCOCC1)(OC1=CC=C(C=C1)[N+](=O)[O-])=O 2-morpholinoethyl (4-nitrophenyl) carbonate